6-chloro-8-fluoro-3-(isoquinolin-4-yl)quinazoline-2,4(1H,3H)-dione ClC=1C=C2C(N(C(NC2=C(C1)F)=O)C1=CN=CC2=CC=CC=C12)=O